C1(CC1)C=1NC(=CN1)C1=CC=C(NCC2=CC(=CC=C2)F)C=C1 4-(2-cyclopropyl-1H-imidazol-5-yl)-N-(3-fluorobenzyl)aniline